FC=1C=C(C=CC1F)CN1N=C(N=C1)C(=O)N[C@@H]1C(N(C=2N(CC1)N=CC2)C)=O |r| 1-[(3,4-difluorophenyl)methyl]-N-[rac-(6S)-4-methyl-5-oxo-7,8-dihydro-6H-pyrazolo[1,5-a][1,3]diazepin-6-yl]-1,2,4-triazole-3-carboxamide